3-(acryloyl)-2-hydroxypropyl methacrylate C(C(=C)C)(=O)OCC(CC(C=C)=O)O